ClC1=C(N=C(S1)NC(=O)C1=CC=CC=C1C1=CC=CC=C1)C 6-((5-chloro-4-methylthiazol-2-yl)carbamoyl)-[1,1'-biphenyl]